2,6'-dimethoxy-1,1'-biphenyl COC1=C(C=CC=C1)C1=CC=CC=C1OC